NC1=C(C=CC(=C1F)NCC1=CC=C(C=C1)C(F)(F)F)NC([C@H]([C@H](CCCC)F)F)=O (2R,3S)-N-(2-amino-3-fluoro-4-((4-(trifluoromethyl)benzyl)amino)phenyl)-2,3-difluoroheptanamide